naphthalene-1-sulfanilamide C1(=CC=CC2=CC=CC=C12)C1=CC(=CC=C1S(=O)(=O)N)N